C(C)(C)(C1=CC=CC=C1)SC(C1=CC=CC=C1)=S dithiobenzoic acid cumyl ester